5-hydroxymethylthiophene OCC1=CC=CS1